BrC1=C2C=3CC4(CC4)CCC3NC2=C(C=C1F)I 5-bromo-6-fluoro-8-iodo-1,2,4,9-tetrahydrospiro[carbazole-3,1'-cyclopropane]